1-(5-(6,7-dimethoxy-3-oxo-1,3-dihydronaphtho[2,3-c]furan-4-yl)pyrimidin-2-yl)piperidin-3-carboxylic acid COC1=CC2=C(C3=C(COC3=O)C=C2C=C1OC)C=1C=NC(=NC1)N1CC(CCC1)C(=O)O